5-[4-(5-Fluoropyridin-2-yl)-3-(trifluoromethyl)phenyl]-3,6-dihydro-2H-1,3,4-oxadiazin-2-one FC=1C=CC(=NC1)C1=C(C=C(C=C1)C1=NNC(OC1)=O)C(F)(F)F